OC[C@H](C[C@H]1C(NCC1)=O)NC(=O)N(NC(=O)OCC1=CC=CC=C1)CC(C)C benzyl 2-(((S)-1-hydroxy-3-((S)-2-oxopyrrolidin-3-yl) propan-2-yl) carbamoyl)-2-isobutylhydrazine-1-carboxylate